2-(3-(aminomethyl)-1-(1-(4-(propan-2-ylidene)cyclohexyl)piperidin-4-yl)-1H-indol-2-yl)ethan-1-ol NCC1=C(N(C2=CC=CC=C12)C1CCN(CC1)C1CCC(CC1)=C(C)C)CCO